BrC=1C(=C(OCCCN(C)C)C=CC1)C 3-(3-bromo-2-methylphenoxy)-N,N-dimethylpropan-1-amine